C(C1=CC=CC=C1)N[C@@H]1CO[C@H](CC1)CO[Si](C1=CC=CC=C1)(C1=CC=CC=C1)C(C)(C)C (3s,6r)-N-benzyl-6-(((tert-butyldiphenylsilyl)oxy)methyl)tetrahydro-2H-pyran-3-amine